(4R)-1-(2-deoxy-2,2-difluoro-β-D-erythro-pentofuranosyl)-4-hydroxytetrahydropyrimidin-2(1H)-one FC1([C@@H](O[C@@H]([C@H]1O)CO)N1C(N[C@@H](CC1)O)=O)F